C(C)OC(=O)C1CC2=C(C=C3C(=C(N=NC3=C2)C2CC2)Br)C1 4-bromo-3-cyclopropyl-7,8-dihydro-6H-cyclopenta[g]Cinnoline-7-carboxylic acid ethyl ester